C1(CC1)C1=NC=CC(=C1)C1=NOC(=C1)[C@H](C)NC(=O)C=1N(N=C(C1)C(F)(F)F)C N-[(1S)-1-[3-(2-cyclopropyl-4-pyridyl)isoxazol-5-yl]ethyl]-2-methyl-5-(trifluoromethyl)pyrazole-3-carboxamide